The molecule is a guanidine compound bearing an N-(2-carboxyethyl) substituent. It is a creatine analogue that has been found to decreases plasma glucose levels It has a role as a hypoglycemic agent. It derives from a propionic acid. It is a tautomer of a 3-guanidinopropanoic acid zwitterion. C(CN=C(N)N)C(=O)O